C(CCC)N(C(=NC(C)C)NC(C)C)CCC[Si](OC)(OC)OC (Z)- or (E)-1-butyl-2,3-diisopropyl-1-(3-(trimethoxy-silyl)propyl)guanidine